NC1=NN2C(N=CC=C2)=C1C(=O)NC(C)C=1C=C(C2=CNN=C2C1C1=CCCCC1)Cl 4-[6-(1-{[(2-Aminopyrazolo[1,5-a]pyrimidin-3-yl)carbonyl]amino}ethyl)-4-chloro-2H-indazol-7-yl]cyclohex-3-en